CN1N=C2N=CC=C(C2=C1)SC=1N=C2C(=NC1)NC(=N2)N2CCC1(CC2)[C@@H](C2=CC=CC=C2C1)N (S)-1'-(5-((2-methyl-2H-pyrazolo[3,4-b]pyridin-4-yl)thio)-1H-imidazo[4,5-b]pyrazin-2-yl)-1,3-dihydrospiro[indene-2,4'-piperidin]-1-amine